CN([C@@H](C(C)C)C(=O)O)C(=O)C1CCN(CC1)S(=O)(=O)[C@@H]1N(CC1)C N-methyl-N-(1-(((S)-1-methylazetidin-2-yl)sulfonyl)piperidine-4-carbonyl)-L-valine